N1=C(C=CC(=C1)C#N)C1=NC=CC=C1 [2,2'-bipyridine]-5-carbonitrile